2-(1-(4-amino-3-(3-fluoro-4-methoxyphenyl)-1H-pyrazolo[3,4-d]pyrimidin-1-yl)ethyl)-3-cyclohexyl-5-fluoroquinazolin-4(3H)-one NC1=C2C(=NC=N1)N(N=C2C2=CC(=C(C=C2)OC)F)C(C)C2=NC1=CC=CC(=C1C(N2C2CCCCC2)=O)F